4-(4-(chloromethyl)phenyl)-2-(2,6-difluorophenyl)-4,5-dihydro-oxazole ClCC1=CC=C(C=C1)C1N=C(OC1)C1=C(C=CC=C1F)F